4-fluoro-1-[2-(5-methyl-2,4-dioxo-1,2,3,4-tetrahydropyrimidin-1-yl)acetyl]-N-{phenyl[4-(propan-2-yl)phenyl]methyl}pyrrolidine-2-carboxamide FC1CC(N(C1)C(CN1C(NC(C(=C1)C)=O)=O)=O)C(=O)NC(C1=CC=C(C=C1)C(C)C)C1=CC=CC=C1